7-Bromo-3-methyl-3,5-dihydro-4H-imidazo[4,5-c]pyridin-4-one BrC=1C2=C(C(NC1)=O)N(C=N2)C